Methylolpropane trimethacrylate CC(C(CO)(OC(=O)C(=C)C)OC(=O)C(=C)C)OC(=O)C(=C)C